CC=1C=C(C=NC1C)NC(C(N1[C@H](CC[C@@H](C1)C)C=1C=CC2=C(N=C(S2)[C@H]2CC(N(CC2)C)(C)C)C1)=O)=O |r| Racemic-N-(5,6-dimethyl-3-pyridyl)-2-oxo-2-[rac-(2R,5S)-5-methyl-2-[2-(1,2,2-trimethyl-4-piperidyl)-1,3-benzothiazol-5-yl]-1-piperidyl]acetamide